methyl 5-nitro-1H-indazole-6-carboxylate [N+](=O)([O-])C=1C=C2C=NNC2=CC1C(=O)OC